CS(=O)(=O)C1NCCN(C1)C(NC1=CC=C(C=C1)[N+](=O)[O-])=S 5-(methylsulfonyl)-N-(4-nitrophenyl)piperazine-1-thiocarboxamide